imino(2-(6-(7-methoxyquinolin-4-yl)pyridin-3-yl)ethyl)(methyl)-λ6-sulfanone N=S(=O)(C)CCC=1C=NC(=CC1)C1=CC=NC2=CC(=CC=C12)OC